N1N=CC=2C1=NC=C(C2)CCC=2C(=C(C=CC2F)NS(=O)(=O)C=2C(=NC=C(C2)F)C)F N-(3-(2-(1H-pyrazolo[3,4-b]pyridin-5-yl)ethyl)-2,4-difluorophenyl)-5-fluoro-2-methylpyridine-3-sulfonamide